C1=CC=C(C=C1)O[P+](=O)OC2=CC=C(C=C2)[N+](=O)[O-] The molecule is an aryl phosphate resulting from the formal condensation of phosphonic acid with 1 mol eq. each of phenol and 4-nitrophenol. It has a role as a chromogenic compound. It derives from a phenol and a 4-nitrophenol.